C1(CC1)C=1C(=NC(=CC1)C=C)F 3-cyclopropyl-2-fluoro-6-vinylpyridine